5-[4-[[2-(2,2-difluoroethyl)-3-oxo-4H-quinoxalin-6-yl]methyl]piperazin-1-yl]-N-methylpyridine-2-carboxamide FC(CC1=NC2=CC=C(C=C2NC1=O)CN1CCN(CC1)C=1C=CC(=NC1)C(=O)NC)F